ethyl-(tert-butyl)amine C(C)NC(C)(C)C